N[C@@H]1CC[C@@H](N(C1)C(=O)C1=CC2=C(N(C(=N2)C2=CC=3C(=NC(=CC3)C=3C(=NC=CC3)N3CCNCC3)N2CC2CC2)C)C(=C1)OC)C ((2S,5R)-5-amino-2-methylpiperidin-1-yl)(2-(1-(cyclopropylmethyl)-6-(2-(piperazin-1-yl)pyridin-3-yl)-1H-pyrrolo[2,3-b]pyridin-2-yl)-7-methoxy-1-methyl-1H-benzo[d]imidazol-5-yl)methanone